7-(3-bromophenyl)-5-chloro-7H-pyrrolo[2,3-d]pyrimidin-2-amine BrC=1C=C(C=CC1)N1C=C(C2=C1N=C(N=C2)N)Cl